2-(3,4-dimethoxyphenyl)-7-fluoro-1H-benzo[d]imidazole COC=1C=C(C=CC1OC)C1=NC2=C(N1)C(=CC=C2)F